OC=1C=C(CCC2=C(C=CC=C2)C2=CC(=C(C=C2)OC)O)C=CC1OC 2'-(3-hydroxy-4-methoxyphenethyl)-4-methoxy-[1,1'-biphenyl]-3-ol